1-((3,3-difluoro-1-methylcyclobutyl)methyl)-3-(2-fluorocyclopropyl)-4-(trifluoromethyl)-1H-pyrazole-5-carboxylic acid FC1(CC(C1)(C)CN1N=C(C(=C1C(=O)O)C(F)(F)F)C1C(C1)F)F